NC=1C=C(C=C2C=C(N=CC12)NC(=O)[C@H]1[C@H](C1)F)C=1C(=NNC1)C(C)C |r| (+-)-cis-N-[8-amino-6-(3-isopropyl-1H-pyrazol-4-yl)-3-isoquinolyl]-2-fluoro-cyclopropanecarboxamide